O=C1N(C=CC(N1)=O)[C@H]1C[C@@H]([C@H](O1)C=O)OC (2S,3S,5R)-5-(2,4-dioxo-3H-pyrimidin-1-yl)-3-methoxyoxolane-2-carbaldehyde